C(C=C)(=O)NC1CCC=C(C1)C1=C2C(=C(NC2=C(C=C1F)C(=O)N)C)Cl 4-(5-acrylamidocyclohex-1-en-1-yl)-3-chloro-5-fluoro-2-methyl-1H-indole-7-carboxamide